tert-Butyl (S)-2-((((9H-fluoren-9-yl)methoxy)carbonyl)amino)-6-diazo-5-oxohexanoate C1=CC=CC=2C3=CC=CC=C3C(C12)COC(=O)N[C@H](C(=O)OC(C)(C)C)CCC(C=[N+]=[N-])=O